C1(CC1)COC1=CC=C(C(=C1COC1=NC=C(C(=C1)N)F)F)F 2-((6-(cyclopropylmethoxy)-2,3-difluorobenzyl)oxy)-5-fluoropyridin-4-amine